CN1N=CC(=C1)S(=O)(=O)N1CCC(CC1)NC1=NC=C(C(=N1)C=1SC=CN1)C(F)(F)F N-(1-((1-methyl-1H-pyrazol-4-yl)sulfonyl)piperidin-4-yl)-4-(thiazol-2-yl)-5-(trifluoro-methyl)pyrimidin-2-amine